trans-tert-butyl 4-[(2,8-dimethyl-[1,2,4]triazolo[1,5-a]pyridin-6-yl)methyl]-4-methyl-cyclohexanecarboxylate CC1=NN2C(C(=CC(=C2)CC2(CCC(CC2)C(=O)OC(C)(C)C)C)C)=N1